NC1=C2CN(CC2=CC=C1)C(=O)C1=C(C(=C(C=C1O)O)C)OCC1=CC=CC=C1 (4-aminoisoindolin-2-yl)(2-(benzyloxy)-4,6-dihydroxy-3-methylphenyl)methanone